7-benzhydryl-1,10-phenanthroline C(C1=CC=CC=C1)(C1=CC=CC=C1)C=1C2=CC=C3C=CC=NC3=C2N=CC1